8-methyl-2-[(2-methyl-3,4-dihydro-1H-pyrrolo[1,2-a]pyrazin-7-yl)amino]-6-(5-methyl-3,4-dihydro-2H-quinoxalin-1-yl)pyrido[2,3-d]pyrimidin-7-one CN1C(C(=CC2=C1N=C(N=C2)NC=2C=C1N(CCN(C1)C)C2)N2CCNC1=C(C=CC=C21)C)=O